(Z)-27-((4-methoxybenzyl)oxy)heptacos-20-en-10-one COC1=CC=C(COCCCCCC\C=C/CCCCCCCCCC(CCCCCCCCC)=O)C=C1